C(C1=CC=CC=C1)OC=C benzyl-vinylether